4-cyano-N-(3-oxo-2,3-dihydro-1H-inden-5-yl)benzenesulfonamide C(#N)C1=CC=C(C=C1)S(=O)(=O)NC=1C=C2C(CCC2=CC1)=O